ClC=1C(=NN(C1C=1C=NC(=CC1OC(F)F)N[C@@H](C)CC(F)(F)F)CC)C(=O)NCC1(CCC(CC1)S(=O)(=O)C)O |o1:17| 4-Chloro-5-(4-(difluoromethoxy)-6-(((S*)-4,4,4-trifluorobutan-2-yl)amino)pyridin-3-yl)-1-ethyl-N-(((1s,4R)-1-hydroxy-4-(methylsulfonyl)cyclohexyl)methyl)-1H-pyrazole-3-carboxamide